1-(9Z,12Z,15Z-octadecatrienoyl)-2-eicosanoyl-glycero-3-phospho-(1'-sn-glycerol) CCCCCCCCCCCCCCCCCCCC(=O)O[C@H](COC(=O)CCCCCCC/C=C\C/C=C\C/C=C\CC)COP(=O)(O)OC[C@H](CO)O